2-(1-chloroallyl)-2-propyl-malonic acid diphenyl ester C1(=CC=CC=C1)OC(C(C(=O)OC1=CC=CC=C1)(CCC)C(C=C)Cl)=O